5-Hydroxy-2-(1-(1,1a,3,7b-tetrahydro-2H-cyclopropa[c]isoquinolin-2-yl)-ethyl)-4H-pyran-4-one OC=1C(C=C(OC1)C(C)N1CC=2C=CC=CC2C2C1C2)=O